Cl.C=1NC=C2C=NC=CC21 Z-pyrrolo[3,4-c]pyridine hydrochloride